3-((2-(3-(1-acetylpiperidin-4-yl)-5'-fluoro-1'-methyl-1H,1'H-[4,6'-biindazol]-1-yl)acetamido)methyl)-1,2,4-oxadiazole-5-carboxamide C(C)(=O)N1CCC(CC1)C1=NN(C=2C=CC=C(C12)C1=C(C=C2C=NN(C2=C1)C)F)CC(=O)NCC1=NOC(=N1)C(=O)N